C1(CC1)CN1CC[C@@]23[C@@](CC4=C(N(N=C4C2)C2CCSCC2)C)([C@H]1CC=1C=CC(=CC13)OC)O (6R,6aS,11aR)-14-(cyclopropylmethyl)-2-methoxy-8-methyl-9-(tetrahydro-2H-thiopyran-4-yl)-5,6,9,11-tetrahydro-6,11a-(epiminoethano)naphtho[2,1-f]indazol-6a(7H)-ol